4-(3-fluorophenyl)-1-(5-(4-((2-methoxyethyl)carbamoyl)phenyl)-4-(4-(trifluoromethyl)phenyl)thiazol-2-yl)-3-methyl-1H-pyrazole-5-carboxylic acid FC=1C=C(C=CC1)C=1C(=NN(C1C(=O)O)C=1SC(=C(N1)C1=CC=C(C=C1)C(F)(F)F)C1=CC=C(C=C1)C(NCCOC)=O)C